(2S,3R,4S)-3-[(ethanesulfonyl)amino]-4-fluoro-2-[(2-fluoro-3'-methyl[1,1'-biphenyl]-3-yl)methyl]-N,N-dimethylpyrrolidine-1-carboxamide C(C)S(=O)(=O)N[C@@H]1[C@@H](N(C[C@@H]1F)C(=O)N(C)C)CC=1C(=C(C=CC1)C1=CC(=CC=C1)C)F